N-[2-(4-hydroxycyclohexyl)indazol-5-yl]-6-(trifluoromethyl)pyridine-2-carboxamide OC1CCC(CC1)N1N=C2C=CC(=CC2=C1)NC(=O)C1=NC(=CC=C1)C(F)(F)F